FC(CN1N=NC2=C1C=C(C=C2)C2=CNC=1N=C(N=CC12)NC1CCC2(CCO2)CC1)F 5-(1-(2,2-difluoroethyl)-1H-benzo[d][1,2,3]triazol-6-yl)-N-((4s,7s)-1-oxaspiro[3.5]nonan-7-yl)-7H-pyrrolo[2,3-d]pyrimidin-2-amine